N-(3-(1,1-difluoropropyl)phenyl)-1-(2-fluoro-4-methoxyphenyl)-3-methyl-5-oxo-4,5-dihydro-1H-pyrazole-4-carboxamide FC(CC)(F)C=1C=C(C=CC1)NC(=O)C1C(=NN(C1=O)C1=C(C=C(C=C1)OC)F)C